O.OC1[C@H](O)[C@@H](O)[C@H](O[C@H]2[C@H](O)[C@@H](O)[C@@H](O)[C@H](O2)CO)[C@H](O1)CO Lactose-Monohydrat